(3S,8S,9S,10R,13S,14S,17R)-10,13-dimethyl-17-((S)-1-(pyridin-3-yloxy)propan-2-yl)-2,3,4,7,8,9,10,11,12,13,14,15,16,17-tetradecahydro-1H-cyclopenta[a]phenanthren-3-ol C[C@]12[C@H]3CC[C@@]4([C@H](CC[C@H]4[C@@H]3CC=C2C[C@H](CC1)O)[C@@H](COC=1C=NC=CC1)C)C